N-(1-(Methylsulfonyl)piperidin-4-yl)-5-((propan-2-yl-2-d)oxy)-6-(1H-pyrazol-4-yl)-[1,2,4]triazolo[1,5-a]pyrazin-2-amine CS(=O)(=O)N1CCC(CC1)NC1=NN2C(C=NC(=C2OC(C)(C)[2H])C=2C=NNC2)=N1